N,N,N,N-tetramethyl-O-(3,4-dihydro-4-oxo-1,2,3-benzotriazin-3-yl)uronium tetrafluoroborate [B-](F)(F)(F)F.CN(C)C(=[N+](C)C)ON1C(=O)C2=CC=CC=C2N=N1